C(N)(OCC1=CC=CC2=C1CCO2)=O (2,3-dihydrobenzofuran-4-ylmethyl) carbamate